S1C(=NC2=C1C=CC=C2)[C@H](NC(=O)[C@H]2NC(NC2)=O)C2=CC(=C(C=C2)F)Cl |o1:9| (S)-N-((R or S)-benzo[d]thiazol-2-yl(3-chloro-4-fluoro-phenyl)methyl)-2-oxoimidazolidine-4-carboxamide